1,1,1-trifluoro-3-iodopropane FC(CCI)(F)F